OCCC1OC(OC1)=O 4-hydroxyethyl-1,3-dioxolane-2-one